C(=O)(O)CC1=C(C[C@H](N)C(=O)O)C=CC(=C1)O o-(carboxymethyl)-L-tyrosine